ClC=1C=C2C=NC=NC2=CC1C1C(CN(CC1)C1C(OC1)C)F 6-chloro-7-[3-fluoro-1-(2-methyloxetan-3-yl)piperidin-4-yl]quinazolin